O1C(=CC=C1)CN1C(=CC2=C(C=CC=C12)N1CCN(CC1)C(=O)OC(C)(C)C)C(F)(F)F Tert-Butyl 4-[1-(Furan-2-Ylmethyl)-2-(Trifluoromethyl)-1H-Indol-4-Yl]Piperazine-1-Carboxylate